1-(4-(3-chloro-4-methoxy-2-oxopyridin-1(2H)-yl)phenyl)-N-ethyl-5-(trifluoromethyl)-1H-pyrazole-4-carboxamide ClC=1C(N(C=CC1OC)C1=CC=C(C=C1)N1N=CC(=C1C(F)(F)F)C(=O)NCC)=O